C(C1=CC=CC=C1)NC1=C2N=CN(C2=NC(=N1)C1=NC=CC=C1)[C@H]1[C@@H]([C@@H]([C@H](O1)C(=O)NC([2H])([2H])[2H])O)O (2s,3s,4r,5r)-5-(6-(benzylamino)-2-(pyridin-2-yl)-9H-purin-9-yl)-3,4-dihydroxy-N-(methyl-d3)-tetrahydrofuran-2-carboxamide